C(C1=CC=CC=C1)/C(/C(=O)[O-])=C/C(=O)[O-].C(C1=CC=CC=C1)/C(/C(=O)[O-])=C/C(=O)[O-].C(CCC)[Sn+4]CCCC dibutyl-tin bis(benzyl maleate)